ClC1=CC=C(C=C1)[Si](OCC1=C(C=CC=C1)[N+](=O)[O-])(OCC1=C(C=CC=C1)[N+](=O)[O-])C1=CC=C(C=C1)Cl di(p-chlorophenyl)-di(o-nitrobenzyloxy)silane